2-(4-tert-Butylphenyl)pyridine-4-carboxylic acid C(C)(C)(C)C1=CC=C(C=C1)C1=NC=CC(=C1)C(=O)O